5-Bromo-3H-spiro[isobenzofuran-1,4'-piperidine]-1'-carboxylic acid tert-butyl ester C(C)(C)(C)OC(=O)N1CCC2(CC1)OCC1=CC(=CC=C12)Br